N-methylmorpholinium C[NH+]1CCOCC1